NC1=C2C(=NC=N1)N(N=C2C2=CC(=CC=C2)O)CC=2OC1=CC=CC=C1C(C2C2=CC=CC=C2)=O 2-((4-amino-3-(3-hydroxyphenyl)-1H-pyrazolo[3,4-d]pyrimidin-1-yl)methyl)-3-phenyl-4H-chromen-4-one